C(CCCCCCCCCCCCCCCCCCC)OC[C@@H](OCCCCCCCCCCCCCCCCCCCC)COP(=O)(O)OCC[N+](C)(C)C 1,2-Di-icosyl-sn-glycero-3-phosphorylcholine